4-hydroxy-2-(4-(trifluoromethyl)phenyl)-1,4-dihydroquinoline-7-carboxylic acid OC1C=C(NC2=CC(=CC=C12)C(=O)O)C1=CC=C(C=C1)C(F)(F)F